2-(2H-benzotriazol-2-yl)-4-(1,2,3,3-tetramethylbutyl)phenol N=1N(N=C2C1C=CC=C2)C2=C(C=CC(=C2)C(C(C(C)(C)C)C)C)O